azido-glucose N(=[N+]=[N-])C(=O)[C@H](O)[C@@H](O)[C@H](O)[C@H](O)CO